2-(1-(naphthalen-1-yl)pyrrolidin-3-yl)benzoic acid C1(=CC=CC2=CC=CC=C12)N1CC(CC1)C1=C(C(=O)O)C=CC=C1